bis(2-ethylhexyl)succinic acid calcium [Ca].C(C)C(CC(C(C(=O)O)CC(CCCC)CC)C(=O)O)CCCC